1,2,3,4,5,6-cyclohexanehexacarboxylic acid monohydrate O.C1(C(C(C(C(C1C(=O)O)C(=O)O)C(=O)O)C(=O)O)C(=O)O)C(=O)O